FC=1C=C(C=CC1CO)NC(\C=C\CCC#C\C=C\C)=O (2E,8E)-N-(3-fluoro-4-(hydroxymethyl)phenyl)deca-2,8-dien-6-ynamide